C(C)OC(C(=O)C1C(C[C@H](N(C1)C(=O)OC(C)(C)C)C)=O)=O (2R)-tert-Butyl 5-(2-ethoxy-2-oxoacetyl)-2-methyl-4-oxopiperidine-1-carboxylate